C(C)OC1=C(C=CC=C1O)O ethoxybenzene-1,3-diol